C(N)(=O)C=1C(=NC(=NC1)N1C[C@H](CCC1)NC(OC(C)(C)C)=O)NC1=CC(=NC(=C1)N1CCCCC1)C(C)C tert-Butyl (S)-(1-(5-carbamoyl-4-((2-isopropyl-6-(piperidin-1-yl)pyridin-4-yl)amino)pyrimidin-2-yl)piperidin-3-yl)carbamate